Tert-butyl (2S)-2-{[3-(5-ethyl-1,3-thiazol-2-yl)-5-({(1R)-1-[2-(trifluoromethyl)pyrimidin-5-yl]ethyl}carbamoyl)phenoxy] methyl}morpholine-4-carboxylate C(C)C1=CN=C(S1)C=1C=C(OC[C@@H]2CN(CCO2)C(=O)OC(C)(C)C)C=C(C1)C(N[C@H](C)C=1C=NC(=NC1)C(F)(F)F)=O